FC1=C(C=C2C=3N(C(C(NC13)=O)C)C=C2)CO 9-Fluoro-8-(hydroxymethyl)-3-methyl-1H-pyrrolo[1,2,3-de]quinoxalin-2(3H)-one